N1CC(C1)[C@@H]1CN(CCC1)C1COC1 (R)-3-(azetidine-3-yl)-1-(oxetane-3-yl)piperidine